C(C)(C)(C)OC(=O)N1C(C2=NC=C(C=C2C1)Cl)CO[Si](C)(C)C(C)(C)C 7-(((tert-butyldimethylsilyl)oxy)methyl)-3-chloro-5,7-dihydro-6H-pyrrolo[3,4-b]pyridine-6-carboxylic acid tert-butyl ester